1H-pyrrole-2-carboxylic Acid N1C(=CC=C1)C(=O)O